ClC=1C=C(C=NC1OC)NC(=O)NC1=C(C=2N(N=C1)C=C(N2)C(F)(F)F)C(C)OC N-(5-chloro-6-methoxypyridin-3-yl)-N'-(8-(1-methoxyethyl)-2-(trifluoromethyl)imidazo[1,2-b]pyridazin-7-yl)urea